C(#N)C1=C(C=CC=C1)SC=1C=2N(C=C(C1)C=1C=NN(C1)CC1=NC(=NO1)C)N=CC2C#N 4-((2-cyanophenyl)thio)-6-(1-((3-methyl-1,2,4-oxadiazol-5-yl)methyl)-1H-pyrazol-4-yl)pyrazolo[1,5-a]pyridine-3-carbonitrile